7-(Pyridin-4-ylamino)-2-(((tetrahydro-2H-pyran-4-yl)thio)methyl)quinazolin-4(3H)-one N1=CC=C(C=C1)NC1=CC=C2C(NC(=NC2=C1)CSC1CCOCC1)=O